C1(CC1)C1=CC(=C(C=C1)N1N=C2CCN(CC3C2=C1CCN3C(=O)[O-])C(=O)[O-])CO 2-(4-cyclopropyl-2-(hydroxymethyl)phenyl)-3,4,5a,6,8,9-hexahydro-2H-1,2,5,7-tetraazabenzo[cd]azulene-5,7-dicarboxylate